C\C(=C(/C1=CC=CC=C1)\C)\CCC1=CC=CC=C1 (E)-dimethyl-(phenyl)(4-phenylbut-1-ene)